FC1=CC(=C2C=NNC2=C1)C=1N=NN(C1)CC=1N=C2N(C=C(C=C2)CO)C1 [2-[[4-(6-fluoro-1H-indazol-4-yl)triazol-1-yl]methyl]imidazo[1,2-a]pyridin-6-yl]methanol